FC1=CC(=C(C(=O)NC2=C(C=C(C(=C2)C2=CCCN(C2)C2=NC=C(C=N2)C=O)F)N2C[C@H](N(CC2)C)C)C=C1)C(F)(F)F |r| 4-fluoro-N-[4-fluoro-5-[1-(5-formylpyrimidin-2-yl)-3,6-dihydro-2H-pyridin-5-yl]-2-[rac-(3R)-3,4-dimethylpiperazin-1-yl]phenyl]-2-(trifluoromethyl)benzamide